FC(C(CC=C)C(F)(F)F)(F)F 2-trifluoromethyl-3,3,3-trifluoropropylethylene